CN(S(=O)(=O)N1N=C(C=C1NC=1N=C(C2=C(N1)C=C(O2)C2CN(CC2)C)N2CCOCC2)C=2C=C(C=CC2)C)C N,N-dimethyl-5-((6-(1-methylpyrrolidin-3-yl)-4-morpholinofuro[3,2-d]pyrimidin-2-yl)amino)-3-(m-tolyl)-1H-pyrazole-1-sulfonamide